C(C=C)(=O)OCCCCCCCCCCCC[Si](C)(C)Cl acryloxydodecylchlorodimethylsilane